3-((2-mercaptoethyl)thio)propylisothiourea SCCSCCCNC(S)=N